C1OCCC2=CC=C(C=C12)N1C=C(C=CC1=O)C(=O)O 1-Isochroman-7-yl-6-oxo-pyridine-3-carboxylic acid